COC[C@H]1CN(CCN1C1=NC=CC=N1)C1=NC=C(C=N1)[N+](=O)[O-] (R)-2-(3-(methoxymethyl)-4-(pyrimidin-2-yl)piperazin-1-yl)-5-nitropyrimidine